BrC1=CC=C(C2=C1NC=N2)C(=O)N2CCC=1N(N=C3CCN(C[C@@H]2C13)C(\C=C\CN(C)C)=O)C1=CC=C(C=C1)C(C)C |o1:23| (S or R,E)-1-(5-(7-bromo-1H-benzo[d]imidazole-4-carbonyl)-2-(4-isopropylphenyl)-2,3,4,5,5a,6,8,9-octahydro-7H-1,2,5,7-tetraazabenzo[cd]azulen-7-yl)-4-(dimethylamino)but-2-en-1-one